tribromomethyl (4-chlorophenyl) sulfone ClC1=CC=C(C=C1)S(=O)(=O)C(Br)(Br)Br